C(C)C1=NCCC2=CC(=CC=C12)Cl 1-ethyl-6-chloro-3,4-dihydroisoquinoline